O1C[C@@H](CC1)OC1=NN=C(S1)N (R)-5-((tetrahydrofuran-3-yl)oxy)-1,3,4-thiadiazol-2-amine